N-{(2S,3R,4S)-1-(bicyclo[1.1.1]pentane-1-carbonyl)-2-[(2,3'-difluoro[1,1'-biphenyl]-3-yl)methyl]-4-fluoropyrrolidin-3-yl}-ethanesulfonamide C12(CC(C1)C2)C(=O)N2[C@H]([C@H]([C@H](C2)F)NS(=O)(=O)CC)CC=2C(=C(C=CC2)C2=CC(=CC=C2)F)F